C(#N)C1N(CSC1)C(CNC(=O)C1=CC=NC2=CC=C(C=C12)OC1=CC=CC=C1)=O N-(2-(4-Cyanothiazolidin-3-yl)-2-oxoethyl)-6-phenoxyquinoline-4-carboxamide